C(CCCCCCCC)C(COC(CCCCCCCN(C(=O)N1CCN(CCC1)C(=O)[O-])C1CC(C1)CC(=O)OCC(CCCCCCCC)CCCCCCCC)=O)CCCCCCCCC 4-({8-[(2-nonylundecyl)oxy]-8-oxooctyl}[(1r,3r)-3-{2-[(2-octyldecyl)oxy]-2-oxoethyl}cyclobutyl]carbamoyl)-1,4-diazepane-1-carboxylate